N1=CC=C(C=C1)NC1=CC2=C(N=C(O2)C2=CC=C(C=C2)NC2=CC=NC3=CC=C(C=C23)C#N)C=C1 4-(4-(6-(pyridin-4-ylamino)benzo[d]oxazol-2-yl)phenylamino)quinoline-6-carbonitrile